sodium saccharin sulfate S(=O)(=O)([O-])[O-].S1(=O)(=O)NC(=O)C2=CC=CC=C12.[Na+].[Na+]